NC1=NC=CC2=CC=C(C=C12)C1=CC=C2C(=N1)C(=NN2)C(=O)NCCN(C)C 5-(1-aminoisoquinolin-7-yl)-N-(2-(dimethylamino)ethyl)-1H-pyrazolo[4,3-b]pyridine-3-carboxamide